NC=1C=C(OCCC(CC)OC2=CC(=CC=C2)N)C=CC1 1,3-bis(3-aminophenoxy)pentane